CN1C(C(=CC(=C1)[N+](=O)[O-])[N+](=O)[O-])=O 1-methyl-3,5-dinitro-pyridin-2-one